fumaric acid (monofumarate) C(\C=C\C(=O)O)(=O)O.C(\C=C\C(=O)O)(=O)O